FC1=NC=CC2=C1C(C1CCC2N1C(=O)OC(C)(C)C)(F)F tert-butyl 1,9,9-trifluoro-6,7,8,9-tetrahydro-5H-5,8-epiminocyclohepta[c]pyridine-10-carboxylate